tert-Butyl (2S,4R)-4-morpholino-2-phenylpiperidine-1-carboxylate O1CCN(CC1)[C@H]1C[C@H](N(CC1)C(=O)OC(C)(C)C)C1=CC=CC=C1